tert-Butyl 4-(pyridine-2-oxy)piperidine-1-carboxylate N1=C(C=CC=C1)OC1CCN(CC1)C(=O)OC(C)(C)C